benzyl 4-[5-[(5S)-1-[2-[[6-[bis(tert-butoxycarbonyl)amino]-5-ethyl-3-pyridyl]amino]-2-oxo-acetyl]-5-methyl-2-piperidyl]-1,3-benzothiazol-2-yl]-3,6-dihydro-2H-pyridine-1-carboxylate C(C)(C)(C)OC(=O)N(C1=C(C=C(C=N1)NC(C(=O)N1C(CC[C@@H](C1)C)C=1C=CC2=C(N=C(S2)C=2CCN(CC2)C(=O)OCC2=CC=CC=C2)C1)=O)CC)C(=O)OC(C)(C)C